2-(1-benzhydryl-azetidin-3-ylidene)-3-methylbutan-1-ol C(C1=CC=CC=C1)(C1=CC=CC=C1)N1CC(C1)=C(CO)C(C)C